C(C1=C(C(=CC(=C1)C(C)(CC(C)(C)C)C)N1N=C2C(=N1)C=CC=C2)O)C2=C(C(=CC(=C2)C(C)(CC(C)(C)C)C)N2N=C1C(=N2)C=CC=C1)O 2,2'-methylenebis[6-(2H-benzotriazol-2-yl)-4-(2,4,4-trimethyl-2-pentanyl)phenol]